C(C)(C)(C)OC(=O)NCCCC(CCCNC(OC(C)(C)C)=O)(CCCNC(OC(C)(C)C)=O)NC(C(F)(F)F)=O di-tert-butyl (4-(3-((tert-butoxycarbonyl)amino)propyl)-4-(2,2,2-trifluoroacetamido)heptane-1,7-diyl)dicarbamate